1-[4-(2,3-dimethylphenyl)piperazin-1-yl]-2-[3-(4-hydroxycycloheptane-1-carbonyl)-5,6-dihydrocyclopenta[c]pyrazol-1(4H)-yl]ethan-1-one CC1=C(C=CC=C1C)N1CCN(CC1)C(CN1N=C(C2=C1CCC2)C(=O)C2CCC(CCC2)O)=O